5H,6H,8H-[1,2,4]triazolo[1,5-a]pyrazin-7-ylmethyl(phenyl)-6-(piperazin-1-yl)quinazolin-4-amine N=1C=NN2C1CN(CC2)CC2=C1C(=NC(=NC1=CC=C2N2CCNCC2)C2=CC=CC=C2)N